3-(tetrahydro-2H-pyran-4-yl)propiolic acid O1CCC(CC1)C#CC(=O)O